di(2,4,6-trimethyl-benzoyl)phosphinic acid CC1=C(C(=O)P(O)(=O)C(C2=C(C=C(C=C2C)C)C)=O)C(=CC(=C1)C)C